C(#N)C=1C=C(C=CC1)C=1N=C(SC1C1=CC(=NC(=C1)C)C(F)F)NC(=O)N1CCS(CC1)(=O)=N N-[4-(3-Cyanophenyl)-5-[2-(difluoromethyl)-6-methyl-4-pyridyl]thiazol-2-yl]-1-imino-1-oxo-1,4-thiazinan-4-carboxamid